C(C)(C)(C)OC(NC=1SC=C(N1)CN(C(C(F)(F)F)=O)C1CCN(CC1)C1CCCCC1)=O (4-{[(1-Cyclohexylpiperidin-4-yl)(trifluoroacetyl)amino]methyl}-1,3-thiazol-2-yl)carbamic acid tert-butyl ester